CN1C(=NC=C1)C(=O)[O-] (methyl)-1H-imidazole-2-carboxylate